ClC=1C(=NC=CC1C1=C2CC[C@@H](C2=CC=C1)OC1=NC(=C(C=O)C=C1C(F)(F)F)OC)C1=CC(=C(C=C1)C=O)OC (S)-6-((4-(3-Chloro-2-(4-formyl-3-methoxyphenyl)pyridin-4-yl)-2,3-dihydro-1H-inden-1-yl)oxy)-2-methoxy-5-(trifluoromethyl)nicotinaldehyde